ClC1=C(C(=O)[O-])C=C(C(=C1)F)N1C(N(C(N(C1=O)C)=S)C)=O 2-chloro-5-(3,5-dimethyl-2,6-dioxo-4-thioxo-1,3,5-triazin-1-yl)-4-fluoro-benzoate